(1S,3aR,6aS)-N-((R)-4-hydroxy-3-oxo-1-((S)-2-oxopyrrolidin-3-yl)butan-2-yl)-2-((R)-5-oxo-2-phenylpyrrolidine-2-carbonyl)octahydrocyclopenta[c]pyrrole-1-carboxamide OCC([C@@H](C[C@H]1C(NCC1)=O)NC(=O)[C@H]1N(C[C@H]2[C@@H]1CCC2)C(=O)[C@]2(NC(CC2)=O)C2=CC=CC=C2)=O